COC1=C(C(=CC=C1)OC)N1C(=NC=2C1=NC(=CN2)C(C(=O)N)C2=CC=CC=C2)C2=NC(=CC=C2)OCC (1-(2,6-Dimethoxyphenyl)-2-(6-ethoxypyridin-2-yl)-1H-imidazo[4,5-b]pyrazin-6-yl)-2-phenylacetamide